CONC(CC1C(C=CC=C1)(C)C)=O N-methoxy-2,2-dimethyl-phenylacetamide